FC=1C=C(C=NC1)C1=CC(=NC(=C1F)C)C1=NC(=NO1)C=1SC=C(N1)C 5-(5,5'-difluoro-6'-methyl-[3,4'-bipyridin]-2'-yl)-3-(4-methylthiazol-2-yl)-1,2,4-oxadiazole